ClC=1C=C(C=CC1F)NC(N(CC(C)C)[C@@H](C)C1=CN(C(C2=CC(=C(C=C12)F)F)=O)C)=O (S)-3-(3-chloro-4-fluorophenyl)-1-(1-(6,7-difluoro-2-methyl-1-oxo-1,2-dihydroisoquinolin-4-yl)ethyl)-1-isobutyl-urea